N-((R)-6-(7,7-difluoro-2-((2S,3R)-3-hydroxy-2-methylazetidin-1-yl)-6,7-dihydro-5H-cyclopenta[d]pyrimidin-4-yl)-2,3-dihydrofuro[3,2-b]pyridin-3-yl)methanesulfonamide FC1(CCC2=C1N=C(N=C2C=2C=C1C(=NC2)[C@H](CO1)NS(=O)(=O)C)N1[C@H]([C@@H](C1)O)C)F